NC1=CC=C(C=N1)C1=CC=2C3=C(C=NC2C=C1)N=C(N3C3=CC=C(C=C3)C(C#N)(C)C)C 2-(4-(8-(6-aminopyridin-3-yl)-2-methyl-1H-imidazo[4,5-c]quinolin-1-yl)phenyl)-2-methylpropanenitrile